O1CCC(CC1)N1N=CC(=C1)B1OC(C(O1)(C)C)(C)C 1-(oxan-4-yl)-4-(4,4,5,5-tetramethyl-1,3,2-dioxaborolan-2-yl)pyrazole